C(C)OC(=O)C=1C[C@H](N(CC1O)C(C1=CC(=C(C=C1)Br)C(F)(F)F)=O)C (2R)-1-[4-bromo-3-(trifluoromethyl)benzoyl]-5-hydroxy-2-methyl-3,6-dihydro-2H-pyridine-4-carboxylic acid ethyl ester